C(C1=CC=CC=C1)(=O)O[C@@H]1[C@@](O[C@H]([C@@H]1OC(C1=CC=CC=C1)=O)N1C=CC2=C1N=CN=C2NC(C2=CC=CC=C2)=O)(F)COC(C2=CC=CC=C2)=O (2S,3S,4R,5R)-5-(4-benzamido-7H-pyrrolo[2,3-d]pyrimidin-7-yl)-2-((benzoyloxy)methyl)-2-fluorotetrahydrofuran-3,4-diyl dibenzoate